C(CCCCCCCCC)(=O)O[C@H]1COCC1 (3R)-3-(decanoyloxy)tetrahydrofuran